β-collidine CCC1=C(C=CN=C1)C